2-((4-((R)-3-(4-chloro-2-fluorophenyl)-4-methyl-3,4-dihydro-2H-benzo[B][1,4]oxazin-5-yl)piperidin-1-yl)methyl)-3-(((S)-oxabutan-2-yl)methyl)-3H-imidazo[4,5-B]pyridine-5-carboxylic acid ClC1=CC(=C(C=C1)[C@H]1N(C2=C(OC1)C=CC=C2C2CCN(CC2)CC2=NC=1C(=NC(=CC1)C(=O)O)N2C[C@@H](O)CC)C)F